(S)-2-amino-2-cyclohexyl-1-(6-(4-fluorobenzyl)-5-methoxy-2,3-dihydro-1H-pyrrolo[3,2-b]pyridine-1-yl)ethane-1-one N[C@H](C(=O)N1CCC2=NC(=C(C=C21)CC2=CC=C(C=C2)F)OC)C2CCCCC2